bromo-2-butoxy-N,N-bis(4-methoxybenzyl)imidazo[2,1-f][1,2,4]triazin-4-amine BrC=1N=C2C(=NC(=NN2C1)OCCCC)N(CC1=CC=C(C=C1)OC)CC1=CC=C(C=C1)OC